2-(aminomethyl)-5-fluoroaniline NCC1=C(N)C=C(C=C1)F